1-bromo-2-(cyclopropoxymethyl)-4-iodo-benzene BrC1=C(C=C(C=C1)I)COC1CC1